5-(((Trans-3-(3-cyclopropyl-4-((tetrahydro-2H-pyran-4-yl)amino)-1H-pyrazol-1-yl)cyclobutyl)methyl)amino)-2-(2,6-dioxopiperidin-3-yl)isoindoline-1,3-dione C1(CC1)C1=NN(C=C1NC1CCOCC1)[C@@H]1C[C@H](C1)CNC=1C=C2C(N(C(C2=CC1)=O)C1C(NC(CC1)=O)=O)=O